2-Methyl-5-(naphthalen-2-yl)-4-(trifluoromethyl)-5H-indeno[1,2-b]pyridine CC1=CC(=C2C(=N1)C1=CC=CC=C1C2C2=CC1=CC=CC=C1C=C2)C(F)(F)F